Allyl-Cobalt C(C=C)[Co]